2,2,3,3-tetrafluoropropanethiol FC(CS)(C(F)F)F